1-((4-bromophenyl)sulfonyl)-4-(4-(trifluoromethyl)phenoxy)piperidine BrC1=CC=C(C=C1)S(=O)(=O)N1CCC(CC1)OC1=CC=C(C=C1)C(F)(F)F